N-((7R)-2-Cyano-2-azabicyclo[2.2.1]heptan-7-yl)-5-(2-((4-fluorophenyl)thio)phenyl)thiazol-2-carboxamid C(#N)N1C2CCC(C1)[C@H]2NC(=O)C=2SC(=CN2)C2=C(C=CC=C2)SC2=CC=C(C=C2)F